2-[(4-{6-[(4-Cyano-2-fluorobenzyl)oxy]pyridin-2-yl}piperazin-1-yl)methyl]-1-[(1-ethyl-1H-imidazol-5-yl)methyl]-1H-benzimidazol C(#N)C1=CC(=C(COC2=CC=CC(=N2)N2CCN(CC2)CC2=NC3=C(N2CC2=CN=CN2CC)C=CC=C3)C=C1)F